benzyl 2-methoxy-2-methylpent-4-enoate COC(C(=O)OCC1=CC=CC=C1)(CC=C)C